ClC=1C(=C(C=2C(=C(SN2)N2[C@@H]3CN([C@@H]3CC2)C(C=C)=O)C1)F)C1=CC(=CC2=CC=CC=C12)O 1-(cis-2-(5-chloro-7-fluoro-6-(3-hydroxy-1-naphthalenyl)-2,1-benzo-thiazol-3-yl)-2,6-diaza-bicyclo[3.2.0]heptan-6-yl)-2-propen-1-one